C(C)(C)(C)CC(CNC([O-])=O)OC1=NC(=C2N=C(N(C2=N1)CC1=CC(=CC=C1)CP(=O)(OC)O)Br)N (tert-butyl 2-((6-amino-8-bromo-9-(3-((hydroxy(methoxy)phosphoryl)methyl)benzyl)-9H-purin-2-yl)oxy)propyl)carbamate